C(C)(C)(C)OC(=O)N1CCN(CC1)C1=NC=C(C=C1Cl)C=1OC(=NN1)C 4-[3-chloro-5-(5-methyl-1,3,4-oxadiazol-2-yl)-2-pyridinyl]piperazine-1-carboxylic acid tert-butyl ester